5-bromoisobenzofuran-1,3-dione BrC=1C=C2C(OC(C2=CC1)=O)=O